pivaloyloxymethyl butyrate (Pivaloyloxymethyl butyrate) C(C(C)(C)C)(=O)OCC(C(=O)O)CC.C(CCC)(=O)OCOC(C(C)(C)C)=O